[Ni+2] The molecule is a nickel cation in which the nickel carries a double positive charge. It has a role as a cofactor. It is a divalent metal cation, a metal cation allergen, a nickel cation and a monoatomic dication.